(2,5-dimethyl-1,4-phenylene)bis(1,3,2-dioxaborolane) CC1=C(C=C(C(=C1)B1OCCO1)C)B1OCCO1